CC(CCCCCC)(C)C1=CC=C(C=C1)O p-(1,1-dimethylheptyl)phenol